IC(C(CNC(O)=O)C#CC)C.C(CCC)NC(OC#CCI)=O Iodopropynyl Butylcarbamate (3-Iodo-2-Propynylbutylcarbamate)